1-(2-aminoethyl)-3-benzyloxy-2-methylpyridin-4-one NCCN1C(=C(C(C=C1)=O)OCC1=CC=CC=C1)C